2-(1H-Benzotriazol-1-yl)-1,1,3,3-tetramethyl-uronium tetrafluoroborate F[B-](F)(F)F.N1(N=NC2=C1C=CC=C2)OC(=[N+](C)C)N(C)C